C(C)N1N=CC=C1C(=O)N[C@H](C(=O)NC1=CC=C(C=C1)C=1C(=[N+](C=CC1C)[O-])C)C1CCC(CC1)C(F)(F)F 3-(4-((S)-2-(1-ethyl-1H-pyrazole-5-carboxamido)-2-((1r,4S)-4-(trifluoromethyl)cyclohexyl)acetamido)phenyl)-2,4-dimethylpyridine 1-oxide